[N+](=O)([O-])C[C@H](C1=CC=CC=C1)[C@@H]1C(CCC1)=O (R)-2-[(S)-2-Nitro-1-phenylethyl]cyclopentanone